6-methylcoumarin CC=1C=C2C=CC(OC2=CC1)=O